2-((2-(4-(7-fluoro-1-methyl-2,3-dioxo-2,3-dihydropyrido[2,3-b]pyrazin-4(1H)-yl)piperidin-1-yl)pyrimidin-5-yl)methoxy)acetic acid FC1=CC2=C(N(C(C(N2C)=O)=O)C2CCN(CC2)C2=NC=C(C=N2)COCC(=O)O)N=C1